N1(CCCCC1)CCC(=O)N1CC2(CN(C2)C(=O)C=2C=3N(C=CC2)C(NN3)=O)C1 8-(6-(3-(piperidin-1-yl)propanoyl)-2,6-diazaspiro[3.3]heptane-2-carbonyl)-[1,2,4]triazolo[4,3-a]pyridin-3(2H)-one